N[C@@](C(C([2H])([2H])[2H])C([2H])([2H])[2H])(C(=O)O)[2H] valine-2,4,4,4,4',4',4'-d7